NCCNCCN1CC1 N-(2-amino-ethyl)-1-aziridine-ethanamine